tert-butyl (5-(3-(bromomethyl)-4-chlorophenoxy) pentyl)carbamate BrCC=1C=C(OCCCCCNC(OC(C)(C)C)=O)C=CC1Cl